CCOC(=O)CCC=O The molecule is a carboxylic ester obtained by the formal condensation of the carboxy group of succinic semialdehyde with ethanol. It has a role as a metabolite. It is an aldehyde and a carboxylic ester. It derives from a succinic semialdehyde and an ethanol.